5-((tert-butyldiphenylsilyl)oxy)-1-phenylpent-1-yn-3-ol [Si](C1=CC=CC=C1)(C1=CC=CC=C1)(C(C)(C)C)OCCC(C#CC1=CC=CC=C1)O